OCCCCCNCC(CCCCCCCCCCCCCCCC)O N-hydroxypentyl-N-(2-hydroxyoctadecyl)amine